[SiH3]NC1=NC(=NC(=N1)N)N 2-N-silyl-1,3,5-triazine-2,4,6-triamine